1-[(2R,4S,5R)-5-(chloromethyl)-4-hydroxy-5-(hydroxymethyl)oxolan-2-yl]-5-fluoro-3H-pyrimidine-2,4-dione ClC[C@]1([C@H](C[C@@H](O1)N1C(NC(C(=C1)F)=O)=O)O)CO